(3R,6S)-1-(2-(2-chlorophenyl)acetyl)-6-methylpiperidine-3-carboxylic acid methyl ester COC(=O)[C@H]1CN([C@H](CC1)C)C(CC1=C(C=CC=C1)Cl)=O